1-methyl-4-propyl-6-(1H-pyrazol-1-yl)isoquinoline-3-carboxylic acid methyl ester COC(=O)C=1N=C(C2=CC=C(C=C2C1CCC)N1N=CC=C1)C